triaminobenzene sodium [Na].NC=1C(=C(C=CC1)N)N